C(#C)C=1C=CC=C2C=C(C=C(C12)C1=CC=C2C(=NC(=NC2=C1F)OC[C@]12CCCN2C[C@@H](C1)F)N1C[C@H]2CC[C@@H](C1)O2)OCOC (1R,5S)-3-(7-(8-ethynyl-3-(methoxymethoxy)naphthalen-1-yl)-8-fluoro-2-(((2R,7aS)-2-fluorotetrahydro-1H-pyrrolizin-7a(5H)-yl)methoxy)quinazolin-4-yl)-8-oxa-3-azabicyclo[3.2.1]octane